OCCNC(CCC1=CC(=CC=C1)N1C(NC2=C(CC1)C=CC=C2)=O)=O N-(2-hydroxyethyl)-3-(3-(2-oxo-1,2,4,5-tetrahydro-3H-benzo[d][1,3]diazepin-3-yl)phenyl)propanamide